FC1=C(CN2C(N(N=C2)C2=CC(=C(C=C2)OC=2N=CSC2C(F)F)F)=O)C(=CC=C1)F (2,6-difluorobenzyl)-2-(4-((5-(difluoromethyl)thiazol-4-yl)oxy)-3-fluorophenyl)-2,4-dihydro-3H-1,2,4-triazol-3-one